Benzyl 4-((3-(5-(2-(1H-imidazol-1-yl)acetyl)-2-isopropoxyphenyl)-4-oxo-3,4-dihydroquinazolin-2-yl)methyl)piperidine-1-carboxylate hydrochloride Cl.N1(C=NC=C1)CC(=O)C=1C=CC(=C(C1)N1C(=NC2=CC=CC=C2C1=O)CC1CCN(CC1)C(=O)OCC1=CC=CC=C1)OC(C)C